P(=O)(OCCCCCC(C)C)(OCCCCCC(C)C)OCCCCCC(C)C tris(isooctyl) phosphate